F[C@@H]1[C@@H]([C@@H](N(C1)C(=O)N(C)C)CC=1C(=C(C=CC1)C1=C(C(=CC=C1)F)F)F)NS(=O)(=O)C (2S,3R,4S)-4-fluoro-3-[(methanesulfonyl)amino]-N,N-dimethyl-2-[(2,2',3'-trifluoro-[1,1'-biphenyl]-3-yl)methyl]pyrrolidine-1-carboxamide